OC=1C=C2NC=C(C[C@H](N)C(=O)O)C2=CC1 (S)-6-hydroxytryptophan